(E)-1-(4-((4-amino-7-methyl-5-(4-phenoxyphenyl)-7H-pyrrolo[2,3-d]pyrimidin-6-yl)ethynyl)piperidin-1-yl)-4-(dimethylamino)but-2-en-1-one NC=1C2=C(N=CN1)N(C(=C2C2=CC=C(C=C2)OC2=CC=CC=C2)C#CC2CCN(CC2)C(\C=C\CN(C)C)=O)C